C(C)(C)(C)OC(=O)N[C@H](C(=O)OC(C)(C)C)CC(=O)SC tert-butyl (2S)-2-[[(tert-butoxy) carbonyl] amino]-4-(methylsulfanyl)-4-oxobutanoate